3-aminomethyl-3,5,5-trimethylcyclohexylamine NCC1(CC(CC(C1)(C)C)N)C